O1B(OCC1)B1OCCO1 bi-1,3,2-dioxaborolane